8-(4-chloro-2-fluorophenyl)-2,3-dimethyl-6-{3-[(1-methyl-1H-pyrazol-4-yl)oxy]azetidin-1-yl}-3H,4H,4aH,8aH-[1,3]diazino[5,4-d]pyrimidin-4-one ClC1=CC(=C(C=C1)C1=NC(=NC2C1N=C(N(C2=O)C)C)N2CC(C2)OC=2C=NN(C2)C)F